Thiophene-2,3-dicarboxaldehyde S1C(=C(C=C1)C=O)C=O